ClC1=NC(=NC(=C1)C)N1CCC(CC1)(F)F 4-chloro-2-(4,4-difluoro-1-piperidyl)-6-methyl-pyrimidine